BrCCOC1=CC(=CC=C1)F 1-(2-bromoethoxy)-3-fluorobenzene